(2-(2-bromo-4-cyano-3-(4-((6-methylpyridin-2-yl)oxy)phenyl)-1H-pyrrol-1-yl)ethyl)carbamic acid tert-butyl ester C(C)(C)(C)OC(NCCN1C(=C(C(=C1)C#N)C1=CC=C(C=C1)OC1=NC(=CC=C1)C)Br)=O